C(C)OCCC=1C(=C(C=CC1)O)N ethoxyethyl-aminophenol